[N+](=O)([O-])C1=C(C=CC=C1C)C 2-nitrometa-xylene